(R)-5-(2-amino-1-hydroxyethyl)-4-methyl-isobenzofuran-1(3H)-one NC[C@H](O)C=1C(=C2COC(C2=CC1)=O)C